C(CCCCCCC(=O)N)(=O)N suberoamide